C1(CCCC1)C=1N(C([C@H](N(C1)C1=C(C=C(C(=O)N(CC)CC)C=C1)[N+](=O)[O-])C(C)C)=O)CC1=CC=C(C=C1)O (R)-4-(5-cyclopentyl-4-(4-hydroxybenzyl)-2-isopropyl-3-oxo-3,4-dihydropyrazin-1(2H)-yl)-N,N-diethyl-3-nitrobenzamide